BrC1=C(C(=CC(=C1)Cl)C(NC1CC1)=O)NC(=O)C1CCOCC1 N-(2-bromo-4-chloro-6-(cyclopropylcarbamoyl)phenyl)tetrahydro-2H-pyran-4-carboxamide